rac-N-[(3R,4S)-4-fluoro-1-methylpiperidin-3-yl]-2-{3-[(4-methanesulfonyl-2-methoxyphenyl)amino]prop-1-yn-1-yl}-1-(2,2,2-trifluoroethyl)-1H-indol-4-amine F[C@@H]1[C@@H](CN(CC1)C)NC=1C=2C=C(N(C2C=CC1)CC(F)(F)F)C#CCNC1=C(C=C(C=C1)S(=O)(=O)C)OC |r|